Butyl 4,7-diazaspiro[2.5]octane-7-carboxylate C1CC12NCCN(C2)C(=O)OCCCC